NC[C@@H](CN1CC2=CC(=CC=C2CC1)F)O (S)-1-amino-3-(7-fluoro-3,4-dihydroisoquinolin-2(1H)-yl)propan-2-ol